4,6-dichloro-N-(8-fluoro-2-methyl-4-oxo-3-((1S,2R)-2-phenylcyclobutyl)-3,4-dihydroquinazolin-5-yl)-5-hydroxypyridinecarboxamide ClC1=CC(=NC(=C1O)Cl)C(=O)NC1=C2C(N(C(=NC2=C(C=C1)F)C)[C@@H]1[C@H](CC1)C1=CC=CC=C1)=O